COC(C(=O)N(C)C)OC N,N-dimethylglyoxylic acid amide dimethyl acetal